C(C)(C)(C)OC(=O)N1CC(=CC1)C1=NC=C(C=N1)CC1=CC=CC=C1 3-(5-Benzylpyrimidin-2-yl)-2,5-dihydro-1H-pyrrole-1-carboxylic acid tert-butyl ester